N-((3aR,5s,6aS)-2-(5-(3-cyano-6-(1-methyl-1H-pyrazol-4-yl)pyrazolo[1,5-a]pyridin-4-yl)pyridin-2-yl)-5-methyloctahydrocyclopenta[c]pyrrol-5-yl)-6-methoxynicotinamide C(#N)C=1C=NN2C1C(=CC(=C2)C=2C=NN(C2)C)C=2C=CC(=NC2)N2C[C@@H]1[C@H](C2)CC(C1)(C)NC(C1=CN=C(C=C1)OC)=O